[N+](=O)([O-])C1=CC(=C(C(=O)OC)C=C1)Cl methyl 4-nitro-2-chlorobenzoate